2-(2-Chlorovinylimino)-4-(4-fluorophenyl)thiazole ClC=CN=C1SC=C(N1)C1=CC=C(C=C1)F